N-[(1R)-1-[3-amino-5-(trifluoromethyl)phenyl]ethyl]-4-ethynyl-6-oxo-1-phenylpyridazine-3-carboxamide NC=1C=C(C=C(C1)C(F)(F)F)[C@@H](C)NC(=O)C1=NN(C(C=C1C#C)=O)C1=CC=CC=C1